(S)-glycidyl laurate C(CCCCCCCCCCC)(=O)OC[C@@H]1CO1